NC1=NC(=C(C(=N1)C)CC=1C=C(C=CC1OC)CC#N)N[C@H](CCSC)CCCC (S)-2-(3-((2-amino-4-methyl-6-((1-(methylthio)heptan-3-yl)amino)pyrimidin-5-yl)methyl)-4-methoxyphenyl)acetonitrile